(2S,4S)-1-[2-[4-[(3-chloro-5-quinolinyl)amino]-1-piperidinyl]acetyl]-4-fluoro-pyrrolidine-2-carbonitrile ClC=1C=NC2=CC=CC(=C2C1)NC1CCN(CC1)CC(=O)N1[C@@H](C[C@@H](C1)F)C#N